BrC1=CCN(C=C1)C(CN(C)C)C1=CC(=CC=C1)Cl 4-bromo-1-(1-(3-chlorophenyl)-2-(dimethylamino)ethyl)pyridin